FC1=CC=C(C=C1)C(CN1CCN(CC1)C1=C(C(N(C=2C=CC(=NC12)C#N)C)=O)[N+](=O)[O-])O 8-{4-[2-(4-fluorophenyl)-2-hydroxyethyl]piperazin-1-yl}-5-methyl-7-nitro-6-oxo-5,6-dihydro-1,5-naphthyridine-2-carbonitrile